C[Si](N([Si](C)(C)C)CCC[Si](OCC)(OCC)OCC)(C)C {3-[N,N-bis(trimethylsilyl)amino]propyl}triethoxysilane